(2-(cyclohexylmethyl)cyclohexyl)methanol C1(CCCCC1)CC1C(CCCC1)CO